FC=1C=C2C(=CN(C2=CC1)S(=O)(=O)C1=CC=C(C)C=C1)CC1=CC(=C(C(=C1)C)O)C 4-((5-fluoro-1-p-toluenesulfonyl-1H-indol-3-yl)methyl)-2,6-dimethylphenol